O1CC(C1)OC=1C=C2C(=NNC2=CC1)C1=NC=CC(=N1)N1N=CC(=C1)CCO 2-(1-{2-[5-(oxetan-3-yloxy)-1H-indazol-3-yl]pyrimidin-4-yl}-1H-pyrazol-4-yl)ethanol